[Si]=O.[Li] Lithium-silicon-oxide